N-[6-(2-chloro-5-fluorophenyl)-6-hydroxy-7-[(4-methoxyphenyl)methyl]-8-oxo-7,8-dihydro-6H-[1,3]thiazolo[4,5-e]isoindol-5-yl]-5-fluoro-3-(trifluoromethyl)benzamide ClC1=C(C=C(C=C1)F)C1(N(C(C2=C3C(=CC(=C12)NC(C1=CC(=CC(=C1)F)C(F)(F)F)=O)SC=N3)=O)CC3=CC=C(C=C3)OC)O